BrC1=CC(=C(C=C1N1CN(C=C1)CCCC)N1CN(C=C1)CCCC)Br dibromo-1,3-di(1-butylimidazol-3-yl)benzene